C(C)(=O)C1=CC(=C(C=C1)C1=CC=C(C(=N1)C(=O)OC)Cl)Cl Methyl 6-(4-acetyl-2-chlorophenyl)-3-chloropicolinate